C1(CC1)S(=O)(=N)C1=CC=C(C=C1)S(=O)(=O)N1CC2(C3=CC=CC=C13)CCCCC2 1'-((4-(cyclopropanesulfonimidoyl)phenyl)sulfonyl)spiro[cyclohexane-1,3'-indoline]